BrC=1N=C2C(=C(C(N(C2=CC1)C)=O)C#N)N1CCN(CC1)CC=1C=CC=C2C=NNC12 6-bromo-4-{4-[(1H-indazol-7-yl)methyl]piperazin-1-yl}-1-methyl-2-oxo-1,2-dihydro-1,5-naphthyridine-3-carbonitrile